5,8-Dihydropyrido[4,3-d]pyrimidin-7(6H)-one N1=CN=CC2=C1CC(NC2)=O